N,N,N',N'-tetraglycidyl-1,4-bis(4-aminophenoxy)benzene C(C1CO1)N(C1=CC=C(OC2=CC=C(C=C2)OC2=CC=C(C=C2)N(CC2CO2)CC2CO2)C=C1)CC1CO1